S(=O)(=O)(ON1[C@@H]2CC[C@H](N(C1=O)C2)C(NS(N(CC(F)(F)F)C)(=O)=O)=N)O (2S,5R)-2-(N-(N-methyl-N-(2,2,2-trifluoroethyl) sulfamoyl) carbamimidoyl)-7-oxo-1,6-diazabicyclo[3.2.1]octan-6-yl hydrogen sulfate